1-methyl-1-(prop-2-yn-1-yloxy)cyclopropane CC1(CC1)OCC#C